6-[4-(difluoromethoxy)phenyl]-2-(1-methyl-1H-pyrazol-4-yl)-3-oxo-2,3,4,5-tetrahydropyridazine-4-carboxylic acid methyl ester COC(=O)C1C(N(N=C(C1)C1=CC=C(C=C1)OC(F)F)C=1C=NN(C1)C)=O